C(C)(C)(C)NC(=O)N1CC=2N(CC1)C(=C(C2C(=O)N)C2=CC=C(C=C2)OC)Cl N2-tert-butyl-6-chloro-7-(4-methoxyphenyl)-3,4-dihydropyrrolo[1,2-a]pyrazine-2,8(1H)-dicarboxamide